FC([C@](CC)(O)C1=CC=2C(=NC(=CC2)C2=CC=3C(N=C2)=NN(C3)C)S1)(F)F (2S)-1,1,1-trifluoro-2-(6-(2-methyl-2H-pyrazolo[3,4-b]pyridin-5-yl)thieno[2,3-b]pyridin-2-yl)-2-butanol